N'-(3,5-Dichlorophenyl)-N'-[3-(1-methylpyrazol-4-yl)quinoxalin-6-yl]-N-(2,2,2-trifluoroethyl)propane-1,3-diamine ClC=1C=C(C=C(C1)Cl)N(CCCNCC(F)(F)F)C=1C=C2N=C(C=NC2=CC1)C=1C=NN(C1)C